1-Isopropyl-4-(4,4,5,5-tetramethyl-[1,3,2]dioxaborolan-2-yl)-1H-pyrazole C(C)(C)N1N=CC(=C1)B1OC(C(O1)(C)C)(C)C